N-(4-((3-(oxetan-2-yl)-3-phenethylpyrrolidin-1-yl)methyl)phenyl)acetamide O1C(CC1)C1(CN(CC1)CC1=CC=C(C=C1)NC(C)=O)CCC1=CC=CC=C1